C(C)(C)(C)OC(=O)N[C@H](C(=O)OC(C(=O)N(C)C)C(C)C)CC1=CC(=CC=C1)S(=O)(=O)N1CC(C1)(OC1=CC=CC=C1)C1=CC=C(C=C1)F 1-(Dimethylamino)-3-methyl-1-oxobutan-2-yl (2S)-2-[(tert-butoxycarbonyl)amino]-3-(3-{[3-(4-fluorophenyl)-3-phenoxyazetidin-1-yl]sulfonyl}phenyl)propanoate